C(C)(C)(C)C=1C=C(C=C(C1O)C(C)(C)C)CCC(=O)OCCNC(=O)C(=O)NCCOC(CCC1=CC(=C(C(=C1)C(C)(C)C)O)C(C)(C)C)=O N,N'-bis[2-(3-[3,5-di-tert-butyl-4-hydroxyphenyl]-propionyloxy)ethyl]oxamide